C(C)(C)(C)OC(=O)N1[C@H](CN([C@@H](C1)C)C(C1=CC=C(C=C1)F)C=1OC=C(N1)C1CC1)C (2S,5R)-4-((4-Cyclopropyloxazol-2-yl)(4-fluorophenyl)methyl)-2,5-dimethylpiperazine-1-carboxylic acid tert-butyl ester